COCC1CN(C1)C(CC1=CC=C(C=C1)NC=1N=CC2=C(N1)CN(CC2)C2=C(C1=C(OCCN1C(=O)OC(C)(C)C)N=C2)C)=O tert-butyl 7-{2-[(4-{2-[3-(methoxymethyl)azetidin-1-yl]-2-oxoethyl}phenyl)amino]-5H,6H,7H,8H-pyrido[3,4-d]pyrimidin-7-yl}-8-methyl-1H,2H,3H-pyrido[2,3-b][1,4]oxazine-1-carboxylate